Cl.CNC=1N=CN(C1)C N,1-dimethyl-1H-imidazol-4-amine hydrochloride